1-Phenethyl-1H-indazole-6-carboxylic acid hydroxyamide ONC(=O)C1=CC=C2C=NN(C2=C1)CCC1=CC=CC=C1